5-(trifluoromethyl)-1H-pyrrolo[2,3-b]pyridine-2-carboxylic acid ethyl ester C(C)OC(=O)C1=CC=2C(=NC=C(C2)C(F)(F)F)N1